3-[4-[4-(aminomethyl)-1-oxo-2H-phthalazin-6-yl]-2-methyl-pyrazol-3-yl]benzothiophene-2-carbonitrile NCC1=NNC(C2=CC=C(C=C12)C1=C(N(N=C1)C)C1=C(SC2=C1C=CC=C2)C#N)=O